ClC=1C(=C(C=CC1)NC1=C(C=C2C(=N1)NN=C2N)F)C N6-(3-chloro-2-methylphenyl)-5-fluoro-1H-pyrazolo[3,4-b]pyridine-3,6-diamine